N'-((1-(2,4-difluorophenyl)-1H-pyrazol-3-yl)methyl)-N-methylacetohydrazide FC1=C(C=CC(=C1)F)N1N=C(C=C1)CNN(C(C)=O)C